Methyl 5-benzyl-3-(((2-methylpyridin-4-yl)methoxy)methyl)-4,5-dihydroisoxazole-5-carboxylate C(C1=CC=CC=C1)C1(CC(=NO1)COCC1=CC(=NC=C1)C)C(=O)OC